4-[(1S)-2-methoxy-1-methyl-ethoxy]-N-[(1R,3S)-3-([1,2,4]triazolo[4,3-a]pyridin-3-yl)cyclohexyl]-5-(trifluoromethyl)pyrimidin-2-amine COC[C@@H](OC1=NC(=NC=C1C(F)(F)F)N[C@H]1C[C@H](CCC1)C1=NN=C2N1C=CC=C2)C